3-benzyl-1-(trans-4-((5-cyano-4-(3-fluoro-3-(hydroxymethyl)-pyrrolidin-1-yl)pyrimidin-2-yl)amino)cyclohexyl)-1-(5-(1-methyl-1H-pyrazol-4-yl)pyridin-2-yl)urea C(C1=CC=CC=C1)NC(N(C1=NC=C(C=C1)C=1C=NN(C1)C)[C@@H]1CC[C@H](CC1)NC1=NC=C(C(=N1)N1CC(CC1)(CO)F)C#N)=O